O[C@H](CNC(=O)C1=CC2=C(N=CN2)C=C1)CO benzoimidazole-5-carboxylic acid ((R)-2,3-dihydroxy-propyl)-amide